[2-[[5-[3-(tert-butoxycarbonylamino)propyl]-1,3-benzothiazol-2-yl]methylcarbamoyl]indan-2-yl]acetic acid tert-butyl ester C(C)(C)(C)OC(CC1(CC2=CC=CC=C2C1)C(NCC=1SC2=C(N1)C=C(C=C2)CCCNC(=O)OC(C)(C)C)=O)=O